CC1(OC2=C(C=C(C=C2C=C1)/C=C/C(=O)NC1=CC=C(C=C1)OC)C=1C=NC=NC1)C (E)-3-[2,2-dimethyl-8-(pyrimidin-5-yl)-2H-chromen-6-yl]-N-(4-methoxyphenyl)acrylamide